(9Z,12Z)-N-methyloctadeca-9,12-dien-1-amide CNC(CCCCCCC\C=C/C\C=C/CCCCC)=O